[C@H]12CN(C[C@H](CC1)N2)C=2C1=C(N=C(N2)OCC23CCCN3CCC2)C(=C(N=C1)C=1C=C(C=CC1CC)O)F 3-(4-((1R,5S)-3,8-diazabicyclo[3.2.1]octan-3-yl)-8-fluoro-2-((hexahydro-1H-pyrrolizin-7a-yl)methoxy)pyrido[4,3-d]pyrimidin-7-yl)-4-ethylphenol